C(C)(C)(C)C1=CC=C(N(C(=O)[C@@H]2N(CCC2)C#N)C(C(=O)N2CCC(CC2)NC([O-])=O)C=2C=NC=CC2)C=C1 N-[1-[2-(4-tert-butyl-N-[(2R)-1-cyanopyrrolidine-2-carbonyl]anilino)-2-(3-pyridyl)acetyl]-4-piperidyl]carbamate